CN(C=1C=NC=2C=CC(=C(C2N1)C#N)NC1=CC(=C(C=C1)OCC=1C=NC(=CC1)C)OC)C 3-(dimethylamino)-6-((3-methoxy-4-((6-methylpyridin-3-yl)methoxy)phenyl)amino)quinoxaline-5-carbonitrile